[Si](C1=CC=CC=C1)(C1=CC=CC=C1)(C(C)(C)C)OC[C@]12CCCN2C([C@@H](C1)F)=O (2R,7aS)-7a-(((tert-butyldiphenylsilyl)oxy)methyl)-2-fluorohexahydro-3H-pyrrolizin-3-one